3-(5-((2,3-difluoro-6-(methoxy-d3)phenyl)methoxy-d2)-2-fluoro-4-methoxyphenyl)-2,4-dioxo-1,2,3,4-tetrahydrothieno[3,4-d]pyrimidine-5-carboxylic acid FC1=C(C(=CC=C1F)OC([2H])([2H])[2H])C(OC=1C(=CC(=C(C1)N1C(NC=2C(C1=O)=C(SC2)C(=O)O)=O)F)OC)([2H])[2H]